C(C)(C)(C)OC(=O)N1CCC=CC1 3,6-Dihydropyridine-1(2H)-carboxylic acid tert-butyl ester